ClC1=C(C=C(C=C1)C1=NOC=N1)C=1C=C2C(=NN(C2=CC1)C(C1=CC=CC=C1)(C1=CC=CC=C1)C1=CC=CC=C1)NC(=O)[C@H]1CN(CCC1)C(=O)OC(C)(C)C tert-Butyl (3R)-3-({5-[2-chloro-5-(1,2,4-oxadiazol-3-yl)phenyl]-1-trityl-1H-indazol-3-yl}carbamoyl)piperidine-1-carboxylate